4-(4-cyclopropyl-3-methyl-5-oxo-4,5-dihydro-1H-1,2,4-triazol-1-yl)-5-fluoro-2-{[(2S)-1,1,1-trifluoropropan-2-yl]oxy}benzoic acid C1(CC1)N1C(=NN(C1=O)C1=CC(=C(C(=O)O)C=C1F)O[C@H](C(F)(F)F)C)C